C1(=CC=C(C=C1)CC#N)C1=CC=C(C=C1)CC#N 2,2'-(biphenyl-4,4'-diyl)diacetonitrile